tert-butyl 4-(4-(3-amino-6-(2-hydroxyphenyl)pyridazin-4-yl) phenyl)piperidine-1-carboxylate NC=1N=NC(=CC1C1=CC=C(C=C1)C1CCN(CC1)C(=O)OC(C)(C)C)C1=C(C=CC=C1)O